2-{[(4aS,7aR)-1-(3-fluorooxan-4-yl)-octahydro-1H-cyclopenta[b]pyridin-4a-yl]methoxy}-7-(8-ethynyl-7-fluoro-3-hydroxy-naphthalen-1-yl)-8-fluoropyrido[4,3-d]pyrimidin FC1COCCC1N1[C@H]2[C@@](CCC1)(CCC2)COC=2N=CC1=C(N2)C(=C(N=C1)C1=CC(=CC2=CC=C(C(=C12)C#C)F)O)F